C(C)(C)C1=C(C(=CC(=C1)C(C)C)C(C)C)S(=O)(=O)OC=1C2=C(N=C(N1)C)C(N(C(=C2)OC2CCOCC2)C)=O 2,7-dimethyl-8-oxo-6-((tetrahydro-2H-pyran-4-yl) oxy)-7,8-dihydropyrido[3,4-d]pyrimidin-4-yl 2,4,6-triisopropylbenzenesulfonate